COC1=C(C(=CC=C1)OC)C1=CC(=NC=C1C(=O)O)C 4-(2,6-dimethoxyphenyl)-6-methylnicotinic acid